3-(5-((4-(3-(6-(4-amino-4-methylpiperidin-1-yl)-1H-pyrazolo[3,4-b]pyrazin-3-yl)-2-chlorophenyl)piperazin-1-yl)methyl)-6-bromo-1-oxoisoindoline-2-yl)piperidine-2,6-dione NC1(CCN(CC1)C1=CN=C2C(=N1)NN=C2C=2C(=C(C=CC2)N2CCN(CC2)CC=2C=C1CN(C(C1=CC2Br)=O)C2C(NC(CC2)=O)=O)Cl)C